C[SiH2][O-] methyl-silanolate